7-(4-phenoxy-phenyl)-1,2,3,4-tetrahydronaphthalene-1-carboxylic acid O(C1=CC=CC=C1)C1=CC=C(C=C1)C1=CC=C2CCCC(C2=C1)C(=O)O